2-(1-(3-chlorophenyl)cyclopropyl)-6-(2-hydroxy-2-(3'-(trifluoromethyl)-[1,1'-biphenyl]-3-yl)acetyl)-5,6,7,8-tetrahydropyrido[4,3-d]pyrimidin-4(3H)-one ClC=1C=C(C=CC1)C1(CC1)C=1NC(C2=C(N1)CCN(C2)C(C(C=2C=C(C=CC2)C2=CC(=CC=C2)C(F)(F)F)O)=O)=O